N1C=CSC=2C=NC=3C=CC=CC3C21 1H-[1,4]thiazino[2,3-c]quinolin